1-[(1-methylcyclopentyl)methyl]-1,2,4-triazole-3-carboxylic acid CC1(CCCC1)CN1N=C(N=C1)C(=O)O